(R)-2-(8-isopropyl-5-oxothieno[3',2':4,5]pyrrolo[1,2-d][1,2,4]triazin-6(5H)-yl)-N-(1-methylpiperidin-3-yl)acetamide C(C)(C)C1=NN(C(C=2N1C1=C(C2)C=CS1)=O)CC(=O)N[C@H]1CN(CCC1)C